7-(Trifluoromethyl)-1-((1-((2-(trimethylsilyl)ethoxy)methyl)-1H-imidazol-4-yl)methyl)quinazoline-2,4(1H,3H)-dione FC(C1=CC=C2C(NC(N(C2=C1)CC=1N=CN(C1)COCC[Si](C)(C)C)=O)=O)(F)F